[4-(5-chlorooxazolo[4,5-b]pyridin-2-yl)piperazin-1-yl]-[4-(5-isobutyl-1,3,4-oxadiazol-2-yl)phenyl]methanone ClC1=CC=C2C(=N1)N=C(O2)N2CCN(CC2)C(=O)C2=CC=C(C=C2)C=2OC(=NN2)CC(C)C